(Pivaloyloxy)methyl 3-(2-(dimethylamino)ethyl)-1H-indole-1-carboxylate diformat C(=O)O.C(=O)O.CN(CCC1=CN(C2=CC=CC=C12)C(=O)OCOC(C(C)(C)C)=O)C